C(C)(C)OC=1C=C2CCN(C(C2=CC1OC)CCC1=CNC2=CC=C(C=C12)OC)C(=O)N1CCOCC1 (6-isopropoxy-7-methoxy-1-(2-(5-methoxy-1H-indol-3-yl)ethyl)-3,4-dihydroisoquinolin-2(1H)-yl)(morpholino)methanone